NC1=CC(=C(C(=O)[O-])C=C1NC1COCC1(C)C)F 4-amino-5-((4,4-dimethyltetrahydrofuran-3-yl)amino)-2-fluorobenzoate